1H-PYRROLO[3,2-C]PYRIDINE-2-CARBALDEHYDE N1C(=CC=2C=NC=CC21)C=O